[Cl-].C(=O)(O)C=1C=CC2=C(N(C=[N+]2CC)CC)C1 6-carboxy-1,3-diethyl-1H-1,3-benzodiazol-3-ium chloride